N1CCC(CC1)CN1C2CNCC1CC2 8-(piperidin-4-ylmethyl)-3,8-diazabicyclo[3.2.1]octan